N-(4-methylbenzyl)-1-(pyridine-2-yl)methylamine CC1=CC=C(CNCC2=NC=CC=C2)C=C1